6-[(2-chloro-5-methoxy-pyrimidin-4-yl)amino]-4-methyl-3,4-dihydro-2H-isoquinolin-1-one ClC1=NC=C(C(=N1)NC=1C=C2C(CNC(C2=CC1)=O)C)OC